methyloxolan-3-ol CC1OCCC1O